4-Isopropyl-2-[methyl-(tetrahydro-pyran-4-yl-methyl)-amino]-N-[1-[3-(trifluoromethyloxy)-phenyl]-ethyl]-thiazole C(C)(C)C=1N(C(SC1)N(CC1CCOCC1)C)C(C)C1=CC(=CC=C1)OC(F)(F)F